(S)-4-isopropyl-3-propionyloxazolidinone C(C)(C)[C@@H]1N(C(OC1)=O)C(CC)=O